bis(bromofluoroiodoacetyl) peroxide BrC(C(=O)OOC(C(I)(F)Br)=O)(I)F